4-(2-methyl-2-methylsulfanyl-propanoyl)-3,5-dihydro-2H-pyrido[3,4-f][1,4]oxazepine-9-carbonitrile CC(C(=O)N1CCOC2=C(C1)C=NC=C2C#N)(C)SC